2-{4-[N-(5,6-diphenylpyrazin-2-yl)-N-isopropylamino]butyloxy}acetic acid C1(=CC=CC=C1)C=1N=CC(=NC1C1=CC=CC=C1)N(C(C)C)CCCCOCC(=O)O